C(C)(=O)O[C@H](CC1=C(C(=CC(=C1)OC)OC)Br)C (S)-1-(2-bromo-3,5-dimethoxyphenyl)propan-2-yl acetate